NC1=C(C=CC=C1)NC(C1=CC=C(C=C1)C(C)NC(C[C@H]1C=2N(C3=C(C(=N1)C1=CC=C(C=C1)Cl)C(=C(S3)C)C)C(=NN2)C)=O)=O N-(2-aminophenyl)-4-(1-(2-((S)-4-(4-chlorophenyl)-2,3,9-trimethyl-6H-thieno[3,2-f][1,2,4]triazolo[4,3-a][1,4]diazepin-6-yl)acetamido)ethyl)benzamide